(3R)-3-[(1S)-1-[(3-benzyloxyphenyl)methyl]-2-tert-butoxy-2-oxoethyl]pyrrolidine-1-carboxylic acid tert-butyl ester C(C)(C)(C)OC(=O)N1C[C@H](CC1)[C@@H](C(=O)OC(C)(C)C)CC1=CC(=CC=C1)OCC1=CC=CC=C1